2-(7-(2-chloro-5-fluoropyrimidin-4-yl)-1-isopropyl-3-methyl-4-oxo-1,4-dihydroquinolin-2-yl)azetidine-1-carboxylic acid tert-butyl ester C(C)(C)(C)OC(=O)N1C(CC1)C=1N(C2=CC(=CC=C2C(C1C)=O)C1=NC(=NC=C1F)Cl)C(C)C